(S)-2-(4-cyclopropyl-1H-1,2,3-triazol-1-yl)-3-methylpyrrolidine-2-carboxamide C1(CC1)C=1N=NN(C1)[C@]1(NCCC1C)C(=O)N